fluoro-2'-C-methyluridine F[C@@]1([C@](O)([C@H](O)[C@@H](CO)O1)C)N1C(=O)NC(=O)C=C1